ClC1=C(C=C(C=C1)F)C1NC(C2=CC(=CC(=C12)NC(C1=CC(=CC(=C1)C(F)(F)F)F)=O)C=O)=O N-[3-(2-chloro-5-fluorophenyl)-6-formyl-1-oxo-2,3-dihydro-1H-isoindol-4-yl]-3-fluoro-5-(trifluoromethyl)benzamide